N-(6-amino-hexyl)aminomethyl-trimethoxysilane NCCCCCCNC[Si](OC)(OC)OC